6-cyano-1H-indole-1-carboxylic acid tert-butyl ester C(C)(C)(C)OC(=O)N1C=CC2=CC=C(C=C12)C#N